C(C)(C)(C)OC(NCCCCOCCNC1=C2C=NN(C2=CC(=C1)N1C(=NN=C1)C)C1OCCCC1)=O tert-butyl(4-(2-((6-(3-methyl-4H-1,2,4-triazol-4-yl)-1-(tetrahydro-2H-pyran-2-yl)-1H-indazol-4-yl)amino)ethoxy)butyl)carbamate